N-((1,2,3,5,6,7-hexahydro-s-indacen-4-yl)carbamoyl)-5-isopropyl-1-methyl-1H-pyrazole-3-sulfonamide C1CCC2=C(C=3CCCC3C=C12)NC(=O)NS(=O)(=O)C1=NN(C(=C1)C(C)C)C